azido-4-(benzyloxy)-5-(benzyloxymethyl)-3-fluoro-tetrahydrofuran-2-ol N(=[N+]=[N-])C1(OC(C(C1F)OCC1=CC=CC=C1)COCC1=CC=CC=C1)O